BrC1=CC=C(C(=O)C2=C(C(=CN2C)C(=O)OC)C2=C(C(=CC=C2F)F)C)C=C1 methyl 5-(4-bromobenzoyl)-4-(3,6-difluoro-2-methylphenyl)-1-methylpyrrole-3-carboxylate